COC=1N=C2CC(CN(C2=CC1)C1=CC=C(C=C1)C(F)(F)F)CNC(C=C)=O N-((6-methoxy-1-(4-(trifluoromethyl)phenyl)-1,2,3,4-tetrahydro-1,5-naphthyridin-3-yl)methyl)acrylamide